(R,E)-2-cyano-N-(1-(3,4-dimethoxyphenyl)ethyl)-3-(4-(3-((4-methylpiperazin-1-yl)methyl)phenyl)-1H-pyrrolo[2,3-b]pyridin-3-yl)acrylamide C(#N)/C(/C(=O)N[C@H](C)C1=CC(=C(C=C1)OC)OC)=C\C1=CNC2=NC=CC(=C21)C2=CC(=CC=C2)CN2CCN(CC2)C